6-((4-(4-Methylpiperazin-1-yl)phenyl)amino)quinoline-5,8-dione CN1CCN(CC1)C1=CC=C(C=C1)NC=1C(C=2C=CC=NC2C(C1)=O)=O